FC1=C(OC2=C(C(=C(C=C2)NC(=O)C=2N=C(SC2)C2=CN=NC=C2)N2C[C@@H](CCC2)CNC)C(F)(F)F)C=CC=C1 N-[4-(2-fluorophenoxy)-2-{(3S)-3-[(methylamino)methyl]piperidin-1-yl}-3-(trifluoromethyl)phenyl]-2-(pyridazin-4-yl)-1,3-thiazole-4-carboxamide